(tri-n-octylphosphine) telluride C(CCCCCCC)P(CCCCCCCC)(CCCCCCCC)=[Te]